5-(6-aminospiro[3.3]heptan-2-yl)-6-methyl-N2-(2,2,2-trifluoroethyl)pyridine-2,5-diamine NC1CC2(CC(C2)C2(CC=C(N=C2C)NCC(F)(F)F)N)C1